COS(=O)(=O)[O-].OCC[NH3+] 2-hydroxyethyl-ammonium methyl-sulfat